1-(methoxyacetyl)-1,4lambda5-azaphosphinan-4-one COCC(=O)N1CCP(CC1)=O